(S)-N-((S)-4-(cyclopropylamino)-3,4-dioxo-1-((S)-2-oxopyrrolidin-3-yl)butan-2-yl)-6-(1H-indole-2-carbonyl)-6-azaspiro[2.5]octane-5-carboxamide C1(CC1)NC(C([C@H](C[C@H]1C(NCC1)=O)NC(=O)[C@@H]1CC2(CC2)CCN1C(=O)C=1NC2=CC=CC=C2C1)=O)=O